NC(CC(=O)O)C=1C=C2CCCC2=CC1 3-amino-3-(2,3-dihydro-1H-inden-5-yl)propionic acid